OC1=C(C=C(C(C)=O)C(C)=O)C=CC=C1 3-(2-hydroxy-benzylidene)-pentane-2,4-dione